5-(2,4-difluorophenyl)-N-((1-(4-(pyrrolidin-1-yl)benzyl)piperidin-4-yl)methyl)isoxazole-3-carboxamide FC1=C(C=CC(=C1)F)C1=CC(=NO1)C(=O)NCC1CCN(CC1)CC1=CC=C(C=C1)N1CCCC1